N-(3-(5-fluoro-2-(3-fluoro-4-(1-hydroxy-2-methylpropan-2-yloxy)phenylamino)pyrimidin-4-ylamino)phenyl)acrylamide FC=1C(=NC(=NC1)NC1=CC(=C(C=C1)OC(CO)(C)C)F)NC=1C=C(C=CC1)NC(C=C)=O